N1=CN=C(C2=CC=CC=C12)C=O (quinazolin-4-yl)methanone